2-(6-bromo-5,5-dimethyl-5H-dibenzo[b,d]silol-4-yl)-4,6-diphenyl-1,3,5-triazine BrC1=CC=CC=2C3=C([Si](C21)(C)C)C(=CC=C3)C3=NC(=NC(=N3)C3=CC=CC=C3)C3=CC=CC=C3